4-(5-(4-((3-fluoropyridin-2-yl)methyl)-4-hydroxypiperidin-1-yl)pyrazin-2-yl)-6-(2-morpholinoethoxy)pyrazolo[1,5-a]pyridine-3-carbonitrile FC=1C(=NC=CC1)CC1(CCN(CC1)C=1N=CC(=NC1)C=1C=2N(C=C(C1)OCCN1CCOCC1)N=CC2C#N)O